3-(3-(2-(3-chloro-2-fluorophenylmethylamino)-2-oxoethyl)-3-cyclopropylureido)-1H-indole-1-carboxamide ClC=1C(=C(C=CC1)CNC(CN(C(NC1=CN(C2=CC=CC=C12)C(=O)N)=O)C1CC1)=O)F